4-(4-chloro-6-(piperazin-1-yl)-1,3,5-triazin-2-yl)morpholine hydrochloride Cl.ClC1=NC(=NC(=N1)N1CCNCC1)N1CCOCC1